(S)-(2-(2-methoxy-7-methylquinoxalin-5-yl)-7,8-dihydrobenzofuro[5,4-d]thiazol-7-yl)methanamine COC1=NC2=CC(=CC(=C2N=C1)C=1SC2=C(N1)C=CC1=C2C[C@H](O1)CN)C